2-cyanobutane-2-yl 4-chloro-3,5-dimethyl-1H-pyrazole-1-carbodithioate ClC=1C(=NN(C1C)C(=S)SC(C)(CC)C#N)C